CN(CCC)CCCCCCCCC N-methyl-N-propyl-nonylamine